(NE,R)-N-[1-(5-fluoro-3,6-dimethyl-4-oxo-2-tetrahydropyran-4-yl-quinazolin-8-yl)ethylidene]-2-methyl-propane-2-sulfinamide FC1=C2C(N(C(=NC2=C(C=C1C)\C(\C)=N\[S@](=O)C(C)(C)C)C1CCOCC1)C)=O